C(C)C1(N(CCC1)C(=O)C1=CC(=C2N1CCC1=CC(=C(C=C21)C2=NN(C=C2)C)OC)C=2SC=CC2)C(=O)OC methyl 2-ethyl-1-[8-methoxy-9-(1-methylpyrazol-3-yl)-1-(2-thienyl)-5,6-dihydropyrrolo[2,1-a]isoquinoline-3-carbonyl]pyrrolidine-2-carboxylate